ClC=1C(=C(C(=C(C1)C(C)Cl)OCC)C=1C=NC=C(C1)C(F)(F)F)C 3-(3-chloro-5-(1-chloroethyl)-6-ethoxy-2-methylphenyl)-5-(trifluoromethyl)pyridine